3-(3-(4-((5-cyclopropyl-3-(2,6-dichlorophenyl)isoxazol-4-yl)methoxy)piperidin-1-yl)isoxazol-5-yl)-1,2,4-oxadiazol-5(4H)-one C1(CC1)C1=C(C(=NO1)C1=C(C=CC=C1Cl)Cl)COC1CCN(CC1)C1=NOC(=C1)C1=NOC(N1)=O